(±)-trans-N-(2,3-dihydro-1,4-benzodioxin-5-yl)-4-phenylpyrrolidine O1CCOC2=C1C=CC=C2N2CC[C@@H](C2)C2=CC=CC=C2 |r|